(S)-N-(3-hydroxyphenyl)-5-(methyl(1-phenylethyl)amino)-7-(1H-pyrazol-4-yl)pyrazolo[1,5-a]pyrimidine-2-carboxamide OC=1C=C(C=CC1)NC(=O)C1=NN2C(N=C(C=C2C=2C=NNC2)N([C@@H](C)C2=CC=CC=C2)C)=C1